ClC=1C=C(NC2(CCC3(N(CC4=CC(=C(C=C34)COC)F)C[C@H](CO)C)CC2)C(=O)O)C=CC1 (1s,4S)-4-(3-chloroanilino)-5'-fluoro-2'-[(2R)-3-hydroxy-2-methylpropyl]-6'-(methoxymethyl)-2',3'-dihydrospiro[cyclohexane-1,1'-isoindole]-4-carboxylic acid